C(C)N1CC2(OC3(CC3)C1=O)CCN(CC2)CCC 12-ethyl-8-propyl-4-oxa-8,12-diazadispiro[2.1.5.3]tridecan-13-one